N(=O)N(CC(=O)O)CP(=O)(O)O N-nitroso-N-(phosphonomethyl)glycine